6-((3-amino-5-((S)-4-amino-4,6-dihydrospiro[cyclopenta[d]thiazole-5,4'-piperidine]-1'-yl)pyrazin-2-yl)thio)-5-chloro-3-(2-methoxypropyl)quinazolin-4(3H)-one NC=1C(=NC=C(N1)N1CCC2(CC1)CC1=C(N=CS1)[C@H]2N)SC=2C(=C1C(N(C=NC1=CC2)CC(C)OC)=O)Cl